CC1=C2C=C(N(C2=CC(=C1)CN1CCC2(CN(C2)C2=NC=NC3=CC=C(C=C23)CC(F)(F)F)CC1)CC(C)N1CCN(CC1)S(=O)(=O)C)C#N 4-methyl-1-[2-(4-methylsulfonylpiperazin-1-yl)propyl]-6-[[2-[6-(2,2,2-trifluoroethyl)quinazolin-4-yl]-2,7-diazaspiro[3.5]nonan-7-yl]methyl]indole-2-carbonitrile